ethyl 1-[2-(4-fluorophenyl)-2-oxoethyl]-1,2,3-triazole-4-carboxylate FC1=CC=C(C=C1)C(CN1N=NC(=C1)C(=O)OCC)=O